NC=1C(=NC2=C(C(=C(C=C2C1N([C@H]1[C@H]2CN([C@@H]1C2)C(=O)OC(C)(C)C)C(=O)OC(C)(C)C)CCC#N)Br)F)SC tert-butyl (1R,4R,5S)-5-((3-amino-7-bromo-6-(2-cyanoethyl)-8-fluoro-2-(methylthio)quinolin-4-yl)(tert-butoxycarbonyl)amino)-2-azabicyclo[2.1.1]hexane-2-carboxylate